BrC=1C=C(O[Si](C)(C)C)C=CC1 (3-bromophenoxy)-trimethyl-silane